CS(=O)(=O)OCC1CCC(CC1)CN1CCC(CC1)C=1C=NC(=CC1)NC=1N=CC2=C(N1)N(C(C(=C2)C(F)F)=O)C2CCCC2 ((1s,4s)-4-((4-(6-((8-cyclopentyl-6-(difluoromethyl)-7-oxo-7,8-dihydropyrido[2,3-d]pyrimidin-2-yl)amino)pyridin-3-yl)piperidin-1-yl)methyl)cyclohexyl)methyl methanesulfonate